N-(benzo[d]oxazol-2-ylmethyl)-4-methylaniline O1C(=NC2=C1C=CC=C2)CNC2=CC=C(C=C2)C